C(C)C(C(=O)O)(C(C1CCCCC1)C1CCCCC1)NC(=O)OC(C)(C)C Ethyl-2-(tert-Butoxycarbonylamino)-3,3-dicyclohexyl-propionic acid